[Cl-].C(CCCCCCCCCCCCCCCCC)[N+](CC1=CC(=C(C=C1)Cl)Cl)(C)C octadecyldimethyl-3,4-dichlorobenzylammonium chloride